C(#N)C1=CC2=C(N=C(N=C2)NC=2C(=NN(C2)C2CCN(CC2)C(=O)OC(C)(C)C)C)N(C1=O)C1CCCC1 tert-butyl 4-(4-((6-cyano-8-cyclopentyl-7-oxo-7,8-dihydropyrido[2,3-d]pyrimidin-2-yl)amino)-3-methyl-1H-pyrazol-1-yl)piperidine-1-carboxylate